C(C1=CC=CC=C1)NC(C(C(CC1CC1)NC(=O)[C@@H]1[C@H]2C([C@H]2CN1C([C@@H](NC(C(C)C)=O)C(C)C)=O)(C)C)=O)=O (1R,2S,5S)-N-(4-(Benzylamino)-1-cyclopropyl-3,4-dioxobutan-2-yl)-3-(isobutyryl-L-valyl)-6,6-dimethyl-3-azabicyclo[3.1.0]hexane-2-carboxamide